2-(6-(4-((2-(2,6-dioxopiperidin-3-yl)-6-fluoro-1,3-dioxoisoindolin-5-yl)methyl)piperazin-1-yl)-1-oxoisoindolin-2-yl)-2-(5-fluoro-2-hydroxyphenyl)-N-(thiazol-2-yl)acetamide O=C1NC(CCC1N1C(C2=CC(=C(C=C2C1=O)CN1CCN(CC1)C1=CC=C2CN(C(C2=C1)=O)C(C(=O)NC=1SC=CN1)C1=C(C=CC(=C1)F)O)F)=O)=O